5-(4-fluoro-3-methoxyphenyl)-N-methyl-1,3,4-oxadiazol-2-amine FC1=C(C=C(C=C1)C1=NN=C(O1)NC)OC